1-benzyl 3,5-bis(8-oxo-8-((3-pentyloctyl)oxy)octyl)benzene-1,3,5-tricarboxylate O=C(CCCCCCCC1(CC(=CC(C1)(C(=O)[O-])CCCCCCCC(=O)OCCC(CCCCC)CCCCC)C(=O)OCC1=CC=CC=C1)C(=O)[O-])OCCC(CCCCC)CCCCC